5-(3-ethoxy-3-oxoprop-1-en-1-yl)-2,3-dihydro-4H-benzo[b][1,4]oxazine-4-carboxylic acid tert-butyl ester C(C)(C)(C)OC(=O)N1C2=C(OCC1)C=CC=C2C=CC(=O)OCC